OCC([C@H](C[C@H]1C(NCC1)=O)NC(=O)[C@H]1NC[C@@H]2[C@@H]3C=C[C@H]([C@H]12)C3)=O (1S,3aR,4S,7R,7aS)-N-((S)-4-hydroxy-3-oxo-1-((S)-2-oxopyrrolidin-3-yl)butan-2-yl)-2,3,3a,4,7,7a-hexahydro-1H-4,7-methanoisoindole-1-carboxamide